tert-butyl 4-(1-(4-amino-2-isopropyl-5-methoxyphenyl)piperidin-4-yl)piperazine-1-carboxylate NC1=CC(=C(C=C1OC)N1CCC(CC1)N1CCN(CC1)C(=O)OC(C)(C)C)C(C)C